(1S*,8R*)-4-(6-ethylpyridin-3-yl)-N-[(3S)-9-fluoro-2-oxo-5-phenyl-2,3-dihydro-1H-1,4-benzodiazepin-3-yl]-7-oxa-2,3-diazatricyclo[6.2.1.02,6]undeca-3,5-diene-5-carboxamide C(C)C1=CC=C(C=N1)C1=NN2[C@H]3CC[C@@H](OC2=C1C(=O)N[C@@H]1C(NC2=C(C(=N1)C1=CC=CC=C1)C=CC=C2F)=O)C3 |o1:11,14|